NCC1CCC(CC1)NC1=CC(=C(C=C1)C)C N-(4-(aminomethyl)cyclohexyl)-3,4-dimethylaniline